S(=O)(=O)(O)CCCN1C=CC2=CC=CC=C12 1-(3-sulfopropyl)indole